Methyl-(Z)-3-amino-4-(2,4,5-trifluorophenyl)but-2-ene CC\C=C(\CC1=C(C=C(C(=C1)F)F)F)/N